N-allyl-3-chloro-N-(dimethylsulfamoyl)-6-[(3-pyridylamino)methyl]-1H-indol-7-amine C(C=C)N(C=1C(=CC=C2C(=CNC12)Cl)CNC=1C=NC=CC1)S(N(C)C)(=O)=O